3,3'-tetramethylenebis{1-[3-(triethoxysilyl)propyl]-5-benzyl-1,2,4-triazole} C(C)O[Si](CCCN1N=C(N=C1CC1=CC=CC=C1)CCCCC1=NN(C(=N1)CC1=CC=CC=C1)CCC[Si](OCC)(OCC)OCC)(OCC)OCC